BrC1=NC=CC=2N(CCOCC21)C2=NC=1N(C3=CC=C(C=C23)F)C(=NN1)C 6-bromo-1-(7-fluoro-1-methyl-[1,2,4]triazolo[4,3-a]quinazolin-5-yl)-1,2,3,5-tetrahydropyrido[4,3-e][1,4]oxazepine